C(C=C)(=O)OCCCCCCCCCCCCCCCCCC[Si](C)(C)Br acryloyloxyoctadecyl-bromodimethylsilane